FC(C1=NC=CC(=C1)N1N=CC=2C(NCCC21)=O)(C2=CC(=CC(=C2)C(F)(F)F)F)F 1-(2-(difluoro(3-fluoro-5-(trifluoromethyl)phenyl)methyl)pyridin-4-yl)-1,5,6,7-tetrahydro-4H-pyrazolo[4,3-c]pyridin-4-one